NC1=C2C(=NC=N1)N(N=C2C2=CC=C(C1=C2OCO1)NC(=O)C1=NC=C(C=C1)F)[C@H]1CNCCC1 (R)-N-(7-(4-amino-1-(piperidin-3-yl)-1H-pyrazolo[3,4-d]pyrimidin-3-yl)benzo[d][1,3]dioxolan-4-yl)-5-fluoropyridinecarboxamide